4-chloro-6-(4-((6-methoxypyridin-3-yl)oxy)piperidin-1-yl)-5-methyl-2-(methylthio)pyrimidine ClC1=NC(=NC(=C1C)N1CCC(CC1)OC=1C=NC(=CC1)OC)SC